C(C(C)C)[C@@H]1C(N2[C@@H](N(O1)C(\C=C\C1=NC=CC=C1)=O)CN(C([C@@H]2CC(C)C)=O)CCC(=O)NOC)=O 3-((3R,6S,9aS)-3,6-diisobutyl-4,7-dioxo-1-((E)-3-(pyridin-2-yl)acryloyl)hexahydropyrazino[2,1-c][1,2,4]oxadiazin-8(1H)-yl)-N-methoxypropionamide